O=S1(CC(CC1)N1N=CC(=C1)C1=NC(=CC(=N1)N1CC2(C1)CCN(CC2)C(C)=O)NC2=NC=CC(=C2)C)=O 1-(2-(2-(1-(1,1-dioxotetrahydrothiophen-3-yl)-1H-pyrazol-4-yl)-6-((4-methylpyridin-2-yl)amino)pyrimidin-4-yl)-2,7-diazaspiro[3.5]nonan-7-yl)ethan-1-one